O=C1C(=C(C=NN1COCC[Si](C)(C)C)N[C@H](CCCN1C(C2=CC=C(C=C2C=C1)C1=NC=C(C=N1)C(F)(F)F)=O)C)C(F)(F)F 2-[(4S)-4-[[6-oxo-5-(trifluoromethyl)-1-(2-trimethylsilylethoxymethyl)pyridazin-4-yl]amino]pentyl]-6-[5-(trifluoromethyl)pyrimidin-2-yl]isoquinolin-1-one